3-bromo-5-(trifluorometh-ylsulfonyl)pyridine BrC=1C=NC=C(C1)S(=O)(=O)C(F)(F)F